1-[6-(3,9-diazaspiro[5.5]undecan-3-yl)-1-methyl-indazol-3-yl]hexahydropyrimidine-2,4-dione C1CN(CCC12CCNCC2)C2=CC=C1C(=NN(C1=C2)C)N2C(NC(CC2)=O)=O